C1(=CC=CC=C1)[C@H]1[C@H](C1)C1=NNC2=C1C=1N(C(=N2)N2CCC3(CC2)[C@@H](C2=CC=CC=C2C3)N)C=NN1 (S)-1'-(9-((1S,2R)-2-phenylcyclopropyl)-7H-pyrazolo[4,3-e][1,2,4]triazolo[4,3-c]pyrimidin-5-yl)-1,3-dihydrospiro[indene-2,4'-piperidin]-1-amine